3-bromo-5-methyl-[1,1'-biphenyl] BrC=1C=C(C=C(C1)C)C1=CC=CC=C1